(3S)-3-amino-4-((S)-3-(benzyloxy)-2-oxopyrrolidin-1-yl)-N-cyclopropyl-2-hydroxybutanamide hydrochloride Cl.N[C@H](C(C(=O)NC1CC1)O)CN1C([C@H](CC1)OCC1=CC=CC=C1)=O